ClC1=C(C=C(C=C1)NC1=NC=CC(=N1)NC1=NC(=NC=C1)C1=NC(=CC=C1)C)CN1C[C@H](N[C@H](C1)C)C |r| N2-[4-chloro-3-[[rac-(3R,5S)-3,5-dimethylpiperazin-1-yl]methyl]phenyl]-N4-[2-(6-methyl-2-pyridyl)pyrimidin-4-yl]pyrimidine-2,4-diamine